2-(2-(cyclopropanesulfonylamino)thiazol-4-yl)-N-(5-(6-ethoxypyrazin-2-yl)-3-fluoropyridin-2-yl)butyramide C1(CC1)S(=O)(=O)NC=1SC=C(N1)C(C(=O)NC1=NC=C(C=C1F)C1=NC(=CN=C1)OCC)CC